3,5-bis(N,N-dimethylaminoformyloxy)benzyl alcohol CN(C)C(=O)OC=1C=C(CO)C=C(C1)OC(=O)N(C)C